C1(=CC=CC=C1)C1=NN(C(=C1)C1=CC=CC=C1)C(C(=O)OCCC(=C(F)F)F)C 3,4,4-trifluorobut-3-en-1-yl 2-(3,5-diphenyl-1H-pyrazol-1-yl)propanoate